O=C1N(CC[C@H]1N1CCC(CC1)C1=CC2=C(NC(O2)=O)C=C1)CC1=CC(=C(C(=C1)F)F)F (R)-6-(1-(2-oxo-1-(3,4,5-trifluorobenzyl)pyrrolidin-3-yl)piperidin-4-yl)benzo[d]oxazol-2(3H)-one